C1(=CC=C(C=C1)C1=C2C(=NNC2=CC=C1)NCC=1C=C(C=CC1)C1(CNC1)O)C=1CCCCC1 3-(3-(((4-(2',3',4',5'-tetrahydro-[1,1'-biphenyl]-4-yl)-1H-indazol-3-yl)amino)methyl)phenyl)azetidin-3-ol